8-Bromo-3-ethyl-N2-(tetrahydro-2H-pyran-4-yl)pyridino[3,4-b]pyrazine-2,5-diamine BrC1=CN=C(C2=NC(=C(N=C21)NC2CCOCC2)CC)N